4-aminophenyl-butyric acid NC1=CC=C(C=C1)C(C(=O)O)CC